3-(2,4-Dioxotetrahydropyrimidin-1(2H)-yl)-4-methoxy-N-(3-oxopropyl)benzamide O=C1N(CCC(N1)=O)C=1C=C(C(=O)NCCC=O)C=CC1OC